OC[C@H](C1=CC=CC=C1)NC1=NC(=NC=C1C1=CN=NN1)NC=1C=C2CCNC(C2=CC1)=O 6-[[4-[[(1S)-2-hydroxy-1-phenyl-ethyl]amino]-5-(1H-triazol-5-yl)pyrimidin-2-yl]amino]-3,4-dihydro-2H-isoquinolin-1-one